C(C)(=O)OC(CP(=O)(C)OCCCC)C#N [2-[butoxy (methyl) phosphoryl]-1-cyano-ethyl] acetate